6-bromo-8-chloro-1,2,3,4-tetrahydroisoquinoline BrC=1C=C2CCNCC2=C(C1)Cl